3-(pyridine-3-yl)-2-chloro-benzenethiol N1=CC(=CC=C1)C=1C(=C(C=CC1)S)Cl